COC=1C=C(C=CC1OC)C1=C(C=CC=C1)NCCCC(=O)NN 4-({3',4'-dimethoxy-[1,1'-biphenyl]-2-yl}amino)butyryl-hydrazine